N1C=NC(=C1)CC(C(=O)O)(CCCCB(O)O)N 2-((1H-imidazol-4-yl)methyl)-2-amino-6-boronohexanoic acid